azetidine-3-yl propionate C(CC)(=O)OC1CNC1